N1=C(C=CC=C1O)O pyridine-2,6-diol